amyl-cinnamaldehyde C(CCCC)C(C=O)=CC1=CC=CC=C1